(1-(1-adamantyl)ethylamine) hydrochloride Cl.C12(CC3CC(CC(C1)C3)C2)C(C)N